5-Fluoro-4-hydroxy-2-(3-((2,4,5-triethyl-6-oxopyrimidin-1(6H)-yl)methyl)isoxazol-5-yl)benzonitrile FC=1C(=CC(=C(C#N)C1)C1=CC(=NO1)CN1C(=NC(=C(C1=O)CC)CC)CC)O